1,2-Octandion C(C(CCCCCC)=O)=O